C(C1=CC=CC=C1)SCC(CCN)CO[Si](C1=CC=CC=C1)(C1=CC=CC=C1)C(C)(C)C 4-(Benzylthio)-3-(((tert-butyldiphenylsilyl)oxy)methyl)butan-1-amine